2,4'-dimethyl-1,1'-biphenyl CC1=C(C=CC=C1)C1=CC=C(C=C1)C